C(C)OC(CCCCCCCC=CC=CCC)OCC 1,1-diethoxy-9,11-tetradecadiene